((1H-pyrazol-4-yl)sulfonyl)-2-(furo[3,2-b]pyridin-5-ylmethyl)phthalazin-1(2H)-one N1N=CC(=C1)S(=O)(=O)C1=NN(C(C2=CC=CC=C12)=O)CC1=CC=C2C(=N1)C=CO2